C[C@@H]1N(C2=CC=CC=C2[C@@H](C1)NC1CCC(CC1)NC(C#CCNC(OC(C)(C)C)=O)=O)C(CC)=O tert-Butyl (4-(((1R,4r)-4-(((2S,4R)-2-methyl-1-propionyl-1,2,3,4-tetrahydroquinolin-4-yl)amino)cyclohexyl)amino)-4-oxobut-2-yn-1-yl)carbamate